OC1=C(C(=O)C2=C(C=C(C=C2)OC)O)C=CC(=C1)OC 2,2'-Dihydroxy-4,4'-dimethoxybenzophenone